ClC1=CC=C(C=C1)[C@@]1(N(C(C2=CC(=CC(=C12)F)C(C)(C=1C=NN(C1)C)O)=O)CC1=NC=C(C=C1)Cl)O[C@@H]1C[C@@H](C1)O (3R)-3-(4-chlorophenyl)-2-[(5-chloropyridin-2-yl)methyl]-4-fluoro-6-[1-hydroxy-1-(1-methyl-1H-pyrazol-4-yl)ethyl]-3-[cis-3-hydroxycyclobutoxy]-2,3-dihydro-1H-isoindol-1-one